NC1=CC=C(OCCOCCOCCOCCNC2=C3CN(C(C3=CC(=C2)Cl)=O)C2C(NC(CC2)=O)=O)C=C1 3-(4-((2-(2-(2-(2-(4-aminophenoxy)ethoxy)ethoxy)ethoxy)ethyl)amino)-6-chloro-1-oxoisoindolin-2-yl)piperidine-2,6-dione